ClC=1C(=NC=C(C1)C(F)(F)F)O[C@H]1CN(CC1)C1=C(C#N)C=CC=C1 (R)-2-(3-(3-chloro-5-(trifluoromethyl)pyridin-2-yloxy)pyrrolidin-1-yl)benzonitrile